6-(1-pyrimidin-4-yl-azetidin-3-yloxy)-2-pyrrolo[1,2-c]pyrimidin-3-yl-3H-quinazolin-4-one N1=CN=C(C=C1)N1CC(C1)OC=1C=C2C(NC(=NC2=CC1)C1=CC=2N(C=N1)C=CC2)=O